FC1=CC=C(C=C1)C=1NC2=CC=CC=C2C1C(=O)NN 2-(4-fluorophenyl)-1H-indole-3-carbohydrazide